6-Amino-2-fluoro-N,N-dimethyl-3-((1R,2R)-2-propyl-1',2'-dihydrospiro[cyclopropane-1,3'-pyrrolo[2,3-b]pyridin]-5'-yl)benzamide NC1=CC=C(C(=C1C(=O)N(C)C)F)C=1C=C2C(=NC1)NC[C@]21[C@@H](C1)CCC